C(C1=CC=CC=C1)(C1=CC=CC=C1)N1CCC2(CCN(CC2)CC=2C=C3CN(C(C3=CC2)=O)C2C(NC(CC2)=O)=O)CC1 3-(5-((9-benzhydryl-3,9-diazaspiro[5.5]undec-3-yl)methyl)-1-oxoisoindolin-2-yl)piperidine-2,6-dione